NCCCCCCN.C(CCCCC(=O)O)(=O)O adipic acid hexamethylendiamine salt